7-chloro-2-(1-(1-fluorocyclopropane-1-carbonyl)piperidin-4-yl)-2,4-dimethylbenzo[d][1,3]dioxan-5-carboxylic acid ClC=1C=C(C2=C(OC(OC2C)(C)C2CCN(CC2)C(=O)C2(CC2)F)C1)C(=O)O